3-(4-hydroxy-3-methoxy-phenyl)-acrylic acid OC1=C(C=C(C=C1)C=CC(=O)O)OC